C1(=CC=CC=C1)C=1N=NC(=NN1)C=C 3-phenyl-6-vinyl-1,2,4,5-tetrazine